ClC1=NC=C(C=C1C(=O)NC1CC1)C=1C=NN(C1)C1=C(C=C(C=C1Cl)C(C(F)(F)F)(C(F)(F)F)F)Cl 2-chloro-N-cyclopropyl-5-[1-[2,6-dichloro-4-[1,2,2,2-tetrafluoro-1-(trifluoromethyl)ethyl]phenyl]pyrazol-4-yl]pyridine-3-carboxamide